Bis(trifluoromethanesulfonyl)methyllithium FC(S(=O)(=O)C(S(=O)(=O)C(F)(F)F)[Li])(F)F